C(C)(C)(C)OC(=O)NC=1C=C(C=C(C1)C1=C(C=CC=C1C)C)C(=O)OC methyl 5-((tert-butoxycarbonyl)amino)-2',6'-dimethyl-[1,1'-biphenyl]-3-carboxylate